COC(=O)[C@H]1N(CCC[C@H]1NC(=O)OC)C(=O)OC(C)(C)C (2S,3R)-3-((methoxycarbonyl)amino)piperidine-1,2-dicarboxylic acid 1-(tert-butyl) 2-methyl ester